perfluoro(2-hydroxymethyl-2,4-dimethyl-1,3-dioxolane) sodium salt [Na].FC1(OC(OC1(F)F)(C(F)(F)F)C(O)(F)F)C(F)(F)F